N-(1-acetyl-3-fluoropiperidin-4-yl)-6-{8-[(2-cyano-2-methylideneethyl)amino]-7-methoxynaphthalen-2-yl}pyridine-2-carboxamide C(C)(=O)N1CC(C(CC1)NC(=O)C1=NC(=CC=C1)C1=CC2=C(C(=CC=C2C=C1)OC)NCC(=C)C#N)F